6-(4-Bromo-3-methyl-pyrazol-1-yl)-2-azaspiro[3.3]heptane-2-carboxylic acid tert-butyl ester C(C)(C)(C)OC(=O)N1CC2(C1)CC(C2)N2N=C(C(=C2)Br)C